[Si](C)(C)(C(C)(C)C)OC=1C=CC(=NC1)NC(=O)N1CCCCC1 N-[5-[(tert-butyldimethylsilyl)oxy]pyridin-2-yl]piperidine-1-carboxamide